(3S,4S)-1-(1H-benzo[d]imidazol-5-yl)-4-(2,6-difluoro-4-(1-(trifluoromethyl)-1H-pyrazol-4-yl)phenyl)-3-methylazetidin-2-one N1C=NC2=C1C=CC(=C2)N2C([C@H]([C@H]2C2=C(C=C(C=C2F)C=2C=NN(C2)C(F)(F)F)F)C)=O